3-[5-(3,5-difluorophenyl)-2-pyridinyl]-1-[(2S)-2-hydroxypropyl]-1-methyl-urea FC=1C=C(C=C(C1)F)C=1C=CC(=NC1)NC(N(C)C[C@H](C)O)=O